OC1=CC=C(C=C1)C[SH+]CC1=CC=CC=C1 (4-hydroxyphenyl)methyl-(phenylmethyl)sulfonium